ethyl 2-bromooxazole-4-carboxylate BrC=1OC=C(N1)C(=O)OCC